CC1=NC=C(C=N1)OC1=C(C(=O)N)C=CC=C1 2-((2-methylpyrimidin-5-yl)oxy)benzamide